C(C(C)C)(=O)N1[C@H](CN(C[C@H]1C)[C@H](CC(C(F)(F)F)(O[Si](C)(C)C)C)C1=CC=CC=C1)C(=O)OC methyl (2R,6R)-1-isobutyryl-6-methyl-4-((1R)-4,4,4-trifluoro-3-methyl-1-phenyl-3-((trimethylsilyl)oxy)butyl)piperazine-2-carboxylate